2-(1-((tert-butyldimethylsilyl)oxy)cyclopropyl)-3-fluoropyridine [Si](C)(C)(C(C)(C)C)OC1(CC1)C1=NC=CC=C1F